C(C(=O)[O-])(=O)[O-].[Cu+2].[Na+] sodium copper oxalate